FC=1C=C2C(C(=CN(C2=NC1N1CC(C1)C(NC=1SC=C(N1)C)=O)C=1SC=CN1)C(=O)O)=O 6-fluoro-7-{3-[(4-methyl-1,3-thiazol-2-yl)carbamoyl]azetidin-1-yl}-4-oxo-1-(1,3-thiazol-2-yl)-1,4-dihydro-1,8-naphthyridine-3-carboxylic acid